CN(C1=NC=C(C=N1)C1=CC(=CC(=C1)S(=O)(=O)C1=CC=CC=C1)N1CCOCC1)C N,N-dimethyl-5-(3-morpholino-5-(phenylsulfonyl)phenyl)pyrimidin-2-amine